FC1=C(C(=CC=C1C)Br)O 2-Fluoro-3-methyl-6-bromophenol